N-(3-(4-(8-fluoro-1-oxo-1,2,3,4-tetrahydroisoquinolin-6-yl)-3-nitro-1H-pyrazol-1-yl)phenyl)acrylamide methyl-6-(1-[(tert-butoxy)carbonyl]aminocyclopropyl)pyridine-3-carboxylate COC(=O)C=1C=NC(=CC1)C1(CC1)NC(=O)OC(C)(C)C.FC=1C=C(C=C2CCNC(C12)=O)C=1C(=NN(C1)C=1C=C(C=CC1)NC(C=C)=O)[N+](=O)[O-]